CC1=C(C(=CC=C1)C)C1=NC(=NC(=C1)OC1CN(CC1)C(C1=C(C=CC=C1)N1C=CC=C1)=O)NS(=O)(=O)C=1C=NN(C1)C N-[4-(2,6-dimethylphenyl)-6-[1-(2-pyrrol-1-ylbenzoyl)pyrrolidin-3-yl]oxy-pyrimidin-2-yl]-1-methyl-pyrazole-4-sulfonamide